C(C)(=O)N[C@@H](CSSC(C)C)C(=O)O N-acetyl-S-(isopropylthio)-L-cysteine